C(C)(=O)O[C@@H]1[C@H]([C@@H]([Se]C2=CC=CC=C2)O[C@@H]([C@@H]1O)COC(C)=O)N=[N+]=[N-] Phenyl 3,6-di-O-acetyl-2-azido-2-deoxy-1-seleno-α-D-galactopyranoside